(S)-2-(4-chlorophenyl)-1-(4-((5R,7R)-7-hydroxy-5-methyl-6,7-dihydro-5H-cyclopenta[d]pyrimidin-4-yl)piperazin-1-yl)-3-thiomorpholinopropan-1-one ClC1=CC=C(C=C1)[C@H](C(=O)N1CCN(CC1)C=1C2=C(N=CN1)[C@@H](C[C@H]2C)O)CN2CCSCC2